N1[C@H](CNCC1)C(=O)O (R)-piperazine-2-carboxylic acid